4-(((2,5-dichlorophenyl)sulfonyl)piperazin-1-yl)-3-(4-isopropoxy-3-methoxyphenyl)prop-2-en-1-one ClC1=C(C=C(C=C1)Cl)S(=O)(=O)C1N(CCNC1)C1(C(C=C(C=C1)C=CC=O)OC)OC(C)C